FC1=CC=C(OC2=CC=C(C=C2)S(=O)(=O)N(CCC(=O)O)C2(CCOCC2)C(NO)=O)C=C1 3-[[4-(4-fluoro-phenoxy)-benzenesulfonyl]-(4-hydroxycarbamoyl-tetrahydro-pyran-4-yl)-amino]-propionic acid